C(C)C=1NC(=C(CC1C(=O)OCC)C(=O)[O-])CC ethyl 2,6-diethyl-1,4-dihydropyridine-3,5-dicarboxylate